N-[trans-4-(4-bromobenzenesulfonyl)cyclohexyl]-3-[(trifluoromethyl)sulfanyl]aniline BrC1=CC=C(C=C1)S(=O)(=O)[C@@H]1CC[C@H](CC1)NC1=CC(=CC=C1)SC(F)(F)F